N-[(2R)-Butan-2-yl]-6-(3-chloro-4-methylphenyl)-3-methyl-4-oxo-4,5-dihydropyrazolo[1,5-a]-pyrazine-2-carboxamide C[C@H](CC)NC(=O)C1=NN2C(C(NC(=C2)C2=CC(=C(C=C2)C)Cl)=O)=C1C